FC=1C=CC(=C(C1)C(C)NC1=NC=2N(C=C1)N=CC2C(=O)OCC)O ethyl 5-((1-(5-fluoro-2-hydroxyphenyl)ethyl)amino)pyrazolo[1,5-a]pyrimidine-3-carboxylate